O1C(OCC1)C1=C(C=CC=C1OCC1=CC=C(C=C1)OC)N1N=CC(=C1)CC(=O)OC methyl 2-{1-[2-(1,3-dioxolan-2-yl)-3-[(4-methoxyphenyl)methoxy] phenyl]pyrazol-4-yl}acetate